6-fluoro-N-(isoquinolin-4-yl)-2-methyl-3-(trifluoromethyl)benzamide FC1=CC=C(C(=C1C(=O)NC1=CN=CC2=CC=CC=C12)C)C(F)(F)F